C(C)(C)(C)OC(=O)N[C@H](C(=O)OC1CCCC1)CC1=CC=C(C=C1)OCCCN1CCC(CC1)=C1C2=C(CCC=3C1=NC=CC3)C=C(C=C2)Cl cyclopentyl (S)-2-((tert-butoxycarbonyl)amino)-3-(4-(3-(4-(8-chloro-5,6-dihydro-11H-benzo[5,6]cyclohepta[1,2-b]pyridin-11-ylidene)piperidin-1-yl)propoxy)phenyl)propanoate